1-methyl-2,6-dioxopiperidin CN1C(CCCC1=O)=O